C(C)N(CC)CC(CCCC)CC N,N-diethyl-2-ethylhexylamine